C(CCCCCC)C1CCCC12NC(C1N2CCC1)=O 2-heptyltetrahydrospiro[cyclopentane-1,3'-pyrrolo[1,2-c]imidazole]-1'(2'H)-one